N-[4-(4-fluorophenyl)-7-methoxy-1H-1,3-benzodiazol-2-yl]-4-[(2-oxopyrrolidin-1-yl)methyl]benzamide FC1=CC=C(C=C1)C1=CC=C(C=2NC(=NC21)NC(C2=CC=C(C=C2)CN2C(CCC2)=O)=O)OC